NC=1N=NC(=C(N1)C1CC1)C1=C(C=C(C=O)C=C1)OCOCC 4-(3-amino-5-cyclopropyl-1,2,4-triazine-6-yl)-3-(ethoxymethoxy)benzaldehyde